4-(dimethylamino)-N-(4-(3-(3,5-dimethylisoxazol-4-yl)-5-(trifluoromethyl)phenoxy)-3,5-dimethylphenyl)butanamide CN(CCCC(=O)NC1=CC(=C(C(=C1)C)OC1=CC(=CC(=C1)C(F)(F)F)C=1C(=NOC1C)C)C)C